6-(cyclopropanecarboxamido)-4-((2-methoxy-3-(1-(methyl-d3)-1H-1,2,4-triazol-3-yl)phenyl)amino)-N-(methyl-d3)pyridazine-3-carboxamide C1(CC1)C(=O)NC1=CC(=C(N=N1)C(=O)NC([2H])([2H])[2H])NC1=C(C(=CC=C1)C1=NN(C=N1)C([2H])([2H])[2H])OC